N-(5-((4-chlorobenzyl)oxy)-1,3,4-thiadiazol-2-yl)-2-(tetrahydro-2H-pyran-4-yl)nicotinamide ClC1=CC=C(COC2=NN=C(S2)NC(C2=C(N=CC=C2)C2CCOCC2)=O)C=C1